BrC1=C2CN(C(C2=CC(=C1)CN1C[C@H](CCC1)C)=O)C1=CC(=CC=C1)C1(CC(C1)C)C1=NN=CN1C 4-bromo-2-(3-((1S,3R)-3-methyl-1-(4-methyl-4H-1,2,4-triazol-3-yl)cyclobutyl)phenyl)-6-(((S)-3-methylpiperidin-1-yl)methyl)isoindol-1-one